O=C1C(=CC(C2=CC=CC=C12)=O)N[C@@H](C(=O)NC1=CC=C(C=C1)OC)CC1=CC=CC=C1 (R)-2-((1,4-dioxo-1,4-dihydronaphthalen-2-yl)amino)-3-phenyl-N-(4-methoxyphenyl)-propionamide